2-((2-(dimethylamino)ethyl)(methyl)amino)-6-((triisopropylsilyl)ethynyl)pyrimidine-4-carboxamide CN(CCN(C1=NC(=CC(=N1)C(=O)N)C#C[Si](C(C)C)(C(C)C)C(C)C)C)C